6-amino-7-(3-methoxy-2,6-dimethylphenyl)-2-(methylsulfonyl)-7H-pyrrolo[2,3-d]pyrimidine-5-carbonitrile NC1=C(C2=C(N=C(N=C2)S(=O)(=O)C)N1C1=C(C(=CC=C1C)OC)C)C#N